5-[2-[6-Bromo-4-(difluoromethyl)-7-methyl-indazol-2-yl]-3-ethoxy-3-keto-propanoyl]-2,2-dimethyl-pyrrolidine-1-carboxylic acid tert-butyl ester C(C)(C)(C)OC(=O)N1C(CCC1C(C(C(=O)OCC)N1N=C2C(=C(C=C(C2=C1)C(F)F)Br)C)=O)(C)C